FC=1C=NN(C1)C1=CC=C(C=N1)[C@H](C)N1CC(NC2(C1)CCNCC2)=O (S)-4-(1-(6-(4-fluoro-1H-pyrazol-1-yl)pyridin-3-yl)ethyl)-1,4,9-triazaspiro[5.5]undecan-2-one